C1(CCC1)C1CCN(CC1)S(=O)(=O)C1=CC=C(C=C1)NC(=O)C=1C=C(CN2CC3N(C(C2)C3)C(=O)OC(C)(C)C)C=CC1N(S(=O)(=O)C)C tert-butyl 3-(3-((4-((4-cyclobutylpiperidin-1-yl)sulfonyl)phenyl)carbamoyl)-4-(N-methylmethylsulfonamido)benzyl)-3,6-diazabicyclo[3.1.1]heptane-6-carboxylate